diphenyl-(p-hydroxyphenyl)phosphine C1(=CC=CC=C1)P(C1=CC=C(C=C1)O)C1=CC=CC=C1